(Z)-6-(3,5-dimethylphenyl)-8-(4-ethoxyphenyl)-6-hydroxy-3-(4-methoxyphenyl)oct-2-en-4,7-diyne-1-al CC=1C=C(C=C(C1)C)C(C#C\C(=C/C=O)\C1=CC=C(C=C1)OC)(C#CC1=CC=C(C=C1)OCC)O